C(C)(=O)OC1=C(C=C(C=C1C(C)(C)C)OC1=CC(=C(C(=C1)C(C)(C)C)OC(C)=O)C(C)(C)C)C(C)(C)C 4-acetoxy-3,5-di-tert-butylphenyl ether